C1(CCCC2=CC=CC=C12)NC(=O)C1=NC=CC=C1 N-tetralin-1-ylpyridine-2-carboxamide